COC1CN(C1)C=1N(N=C2C1C=NC(=C2)C2=NN(C=C2NC(=O)N2C1(CC1)CCCC2)C2OCCCC2)CC2CN(CC2)C N-(3-(3-(3-methoxyazetidin-1-yl)-2-((1-methylpyrrolidin-3-yl)methyl)-2H-pyrazolo[4,3-c]pyridin-6-yl)-1-(tetrahydro-2H-pyran-2-yl)-1H-pyrazol-4-yl)-4-azaspiro[2.5]octane-4-carboxamide